CC1=C(CO)C(=C(C=C1C)C)C 2,3,5,6-tetramethylbenzyl alcohol